COC1=CC=C(C=C1)C1=NN2C(=NC=3C=CC=CC3C2=N1)NC1C(NCCC1)=O 3-{[2-(4-methoxyphenyl)[1,2,4]triazolo[1,5-c]quinazolin-5-yl]amino}piperidin-2-one